CCCC/C=C/C=C/CC(=O)O[C@@]12C[C@H]([C@]3([C@H]([C@@H]1C2(C)C)C=C(C[C@]4([C@H]3C=C(C4=O)C)O)CO)O)C The molecule is a phorbol ester that consists of 12-deoxyphorbol esterified at position 13 by deca-3,5-dienoic acid (the 3E,5E stereoisomer). It is obtained from the leaves and stems of Excoecaria agallocha and exhibits anti-HIV activity. It has a role as a metabolite and an anti-HIV agent. It is a phorbol ester, a primary alcohol, a tertiary alcohol and a tertiary alpha-hydroxy ketone.